2-((5-bromo-2-ethylfuro[3,2-b]pyridin-3-yl)(ethyl)amino)-4-(4-fluorophenyl)thiazole-5-carbonitrile BrC1=CC=C2C(=N1)C(=C(O2)CC)N(C=2SC(=C(N2)C2=CC=C(C=C2)F)C#N)CC